tungsten(V) fluoride [W](F)(F)(F)(F)F